(S)-2,5-bis((2S,3S)-2-((E)-4,8-dimethylnona-3,7-dien-1-yl)-3,5-dihydroxy-2-methyl-7-oxo-3,4,7,9-tetrahydropyrano[2,3-e]isoindol-8(2H)-yl)pentanoic acid C\C(=C/CC[C@]1([C@H](CC=2C(=C3CN(C(C3=CC2O)=O)[C@H](C(=O)O)CCCN2C(C3=CC(=C4C(=C3C2)O[C@]([C@H](C4)O)(CC\C=C(\CCC=C(C)C)/C)C)O)=O)O1)O)C)\CCC=C(C)C